3-chloro-N-[(1R)-1-(2,3-difluorophenyl)propyl]-6-{2-[(dimethylphosphoryl)methoxy]pyrimidin-5-yl}-7-fluoro-2-methyl-1,5-naphthyridin-4-amine ClC=1C(=NC2=CC(=C(N=C2C1N[C@H](CC)C1=C(C(=CC=C1)F)F)C=1C=NC(=NC1)OCP(=O)(C)C)F)C